C(C)C=1C(=NN(C1)CC1=CC=C(C=C1)OC)NC=1SC(=CN1)C(=O)NC1=C(C(=CC=C1C)O)C 2-[[4-ethyl-1-[(4-methoxyphenyl)methyl]pyrazol-3-yl]amino]-N-(3-hydroxy-2,6-dimethyl-phenyl)thiazole-5-carboxamide